2-(4-bromo-3-fluorophenyl)-5,6-dimethoxy-1H-benzo[d]imidazole-4,7-dione BrC1=C(C=C(C=C1)C1=NC2=C(N1)C(C(=C(C2=O)OC)OC)=O)F